Tetrahydro-3-pentyl-4(2H)-pyranyl acetate C(C)(=O)OC1C(COCC1)CCCCC